O=C1CC2(C1)CN(CC2)C2=CC=C(C=C2)[C@@H]2C(NC(CC2)=O)=O |r| rac-(3R)-3-(4-{2-oxo-6-azaspiro[3.4]octan-6-yl}phenyl)piperidine-2,6-dione